2-(1-(4-amino-3-(1H-indazol-6-yl)-1H-pyrazolo[3,4-d]pyrimidin-1-yl)ethyl)-3-(3-fluorophenyl)-4H-chromen-4-one NC1=C2C(=NC=N1)N(N=C2C2=CC=C1C=NNC1=C2)C(C)C=2OC1=CC=CC=C1C(C2C2=CC(=CC=C2)F)=O